(S)-N-(3-(1-((5H-pyrrolo[2,3-b]pyrazin-2-yl)amino)ethyl)-4-fluorophenyl)-6-(difluoromethoxy)nicotinamide N1=C2C(=NC=C1N[C@@H](C)C=1C=C(C=CC1F)NC(C1=CN=C(C=C1)OC(F)F)=O)NC=C2